C(O)C1(C(=O)[O-])C=CC(C(=O)[O-])(C=C1)CO 1,4-dimethylolterephthalate